C(C=C)C1N(CCC(C1)NC1=C(C(=NC2=C(C(=C(C=C12)Cl)Br)F)OC[C@H]1N(CCC1)C)[N+](=O)[O-])C(=O)OC(C)(C)C tert-butyl 2-allyl-4-((7-bromo-6-chloro-8-fluoro-2-(((S)-1-methylpyrrolidin-2-yl)methoxy)-3-nitroquinolin-4-yl)amino)piperidine-1-carboxylate